(E)-3-(2-((1,1-dioxidobenzo[d]isothiazol-3-yl)amino)ethyl)-5-(4-methoxybenzylidene)thiazolidine-2,4-dione O=S1(N=C(C2=C1C=CC=C2)NCCN2C(S/C(/C2=O)=C/C2=CC=C(C=C2)OC)=O)=O